(2S)-2-((benzyloxy)methyl)-4-(2-ethoxy-2-oxoethyl)pyrrolidine-1-carboxylic acid tert-butyl ester C(C)(C)(C)OC(=O)N1[C@@H](CC(C1)CC(=O)OCC)COCC1=CC=CC=C1